N1=C2C(OCC1)=NC=1C(=C2)C=CN1 2,3-dihydropyrrolo[3',2':5,6]pyrido[2,3-b][1,4]oxazin